methyl 2-((5-chloro-2-(cyclopropylmethyl) phenyl) amino)-2-oxoacetate ClC=1C=CC(=C(C1)NC(C(=O)OC)=O)CC1CC1